N-(4-hydroxyphenyl)-N-methyl-methanesulfonamide OC1=CC=C(C=C1)N(S(=O)(=O)C)C